F[C@H]1[C@@H](C1)C(=O)N1C2CN(CC1CC2)C=2C=1C(N=CC2)=CN(N1)C1=CC(=NC=C1)OC ((1S,2R)-2-fluorocyclopropyl)(3-(2-(2-methoxypyridin-4-yl)-2H-pyrazolo[4,3-b]pyridin-7-yl)-3,8-diazabicyclo[3.2.1]octan-8-yl)methanone